C(=O)(OCC1C2=CC=CC=C2C2=CC=CC=C12)N[C@@H](CCCCN=[N+]=[N-])C(=O)O Fmoc-L-azidolysine